C1(CC1)CN(CCCOC=1C=C(C=CC1OC)NC1=NC=CC(=N1)NC)C N2-(3-(3-((cyclopropylmethyl)(methyl)amino)propoxy)-4-methoxyphenyl)-N4-methylpyrimidine-2,4-diamine